1-(2-Fluorophenyl)-N-[(1R)-(1-(3-(3-[(methylamino)methyl]thiophen-2-yl)phenyl)ethyl)]-6-oxo-1,6-dihydropyridine-3-carboxamide FC1=C(C=CC=C1)N1C=C(C=CC1=O)C(=O)N[C@H](C)C1=CC(=CC=C1)C=1SC=CC1CNC